FC1(CN(C[C@@H]1O)C1=CC=CC(=N1)C1=NC2=CC(=NC=C2C=C1)CNC(C1=CC(=C(C=C1)C)S(=O)(=O)C)=O)F (S)-N-((2-(6-(3,3-difluoro-4-hydroxypyrrolidin-1-yl)pyridin-2-yl)-1,6-naphthyridin-7-yl)methyl)-4-methyl-3-(methylsulfonyl)benzamide